ClC1=CC(=CN=N1)C(=O)NCC=1N=CN2C1C=C(C=C2)Cl 6-chloro-N-((7-chloroimidazo[1,5-a]pyridin-1-yl)methyl)pyridazine-4-carboxamide